ClC=1C=CC(=C2C=NN(C(C12)=O)C)[C@H](CO)C1CC2(CN(C2)CCCC=2C=NNC(C2C)=O)C1 (R)-8-chloro-5-(2-hydroxy-1-(2-(3-(5-methyl-6-oxo-1,6-dihydropyridazin-4-yl)propyl)-2-azaspiro[3.3]heptan-6-yl)ethyl)-2-methylphthalazin-1(2H)-one